(2,4-Dimethyl-3-nitrophenyl) methyl sulfide CSC1=C(C(=C(C=C1)C)[N+](=O)[O-])C